C(#C)C1(OCC(C1)F)CO ethynyl-4-fluoro-2-(hydroxymethyl)tetrahydrofuran